(±)-5-benzyl-N-(7,10-dibromo-1-methyl-2-oxo-1,2,3,4-tetrahydro-[1,4]diazepino[3,2,1-hi]indol-3-yl)-4H-1,2,4-triazole-3-carboxamide C(C1=CC=CC=C1)C=1NC(=NN1)C(=O)N[C@H]1C(N(C=2C(=CC=C3C(=CN(C23)C1)Br)Br)C)=O |r|